FC(C1=C(C#N)C=CC(=C1)N1[C@H](O[C@@H](C1)COC1=C(C=C(C(=C1)F)F)F)C(F)(F)F)(F)F 2-(Trifluoromethyl)-4-((2R,5S)-2-(trifluoromethyl)-5-((2,4,5-trifluorophenoxy)methyl)oxazolidin-3-yl)benzonitril